C1(=CC=CC=C1)CCCCC=1OC2=C(N1)C=CC=1CCC(C12)CCNC(CC)=O N-{2-[2-(4-phenylbutyl)-7,8-dihydro-6H-indeno[5,4-d][1,3]oxazol-8-yl]ethyl}propionamide